3,3',4,4'-Tetraaminobenzophenon NC=1C=C(C(=O)C2=CC(=C(C=C2)N)N)C=CC1N